N-(2,4-difluorophenyl)-2-fluorobenzamide FC1=C(C=CC(=C1)F)NC(C1=C(C=CC=C1)F)=O